2-(6-amino-5-((3aR,6aS)-5-benzylhexahydropyrrolo[3,4-c]pyrrol-2(1H)-yl)pyridazin-3-yl)phenol NC1=C(C=C(N=N1)C1=C(C=CC=C1)O)N1C[C@@H]2CN(C[C@@H]2C1)CC1=CC=CC=C1